2-((2S,4S)-1-acryloyl-4-(8-chloro-4-(3-(dimethylamino)azetidin-1-yl)-6-fluoro-7-(isoquinolin-5-yl)-1H-imidazo[4,5-c]quinolin-1-yl)piperidin-2-yl)acetonitrile C(C=C)(=O)N1[C@@H](C[C@H](CC1)N1C=NC=2C(=NC=3C(=C(C(=CC3C21)Cl)C2=C1C=CN=CC1=CC=C2)F)N2CC(C2)N(C)C)CC#N